(R)-2-bromopropionic acid Br[C@@H](C(=O)O)C